NC1=CC(=C(C(=O)NC)C=C1)Cl 4-amino-2-chloro-N-methyl-benzamide